S1C=CC=2NC(=CC21)C(=O)O 4H-thieno[3,2-b]pyrrole-5-carboxylic acid